BrC1=CC(=NC=C1)OC/C=C/[C@@H](C)NC(OC(C)(C)C)=O tert-butyl (R,E)-(5-((4-bromopyridin-2-yl)oxy)pent-3-en-2-yl)carbamate